COC1=NSC(=N1)NC(=O)N1C[C@@H]2[C@H](C1)CC(C2)N2C(=NC=1C2=C2C(=NC1)NC=C2)C (3aR,5s,6aS)-N-(3-methoxy-1,2,4-thiadiazol-5-yl)-5-(2-methylimidazo[4,5-d]pyrrolo[2,3-b]pyridin-1(6H)-yl)hexahydrocyclopenta[c]pyrrole-2(1H)-carboxamide